NC=1C=2N(C=CN1)C(=NC2C2=CC=C(C(=O)NC1=NC=CC=C1)C=C2)CNC(C#CC)=O 4-(8-amino-3-(but-2-ynamidomethyl)imidazo[1,5-a]pyrazin-1-yl)-N-(pyridin-2-yl)benzamide